COCOC1=C(C(=CC(=C1)C(F)(F)F)C)C=1N=NC2=C(C=CC=C2C1)O 3-[2-(methoxymethoxy)-6-methyl-4-(trifluoromethyl)phenyl]cinnoline-8-ol